7-chloro-4-(1H-imidazol-1-yl)-8-methylquinoline ClC1=CC=C2C(=CC=NC2=C1C)N1C=NC=C1